thiotolane C1=CC(=CC=C1C#CC2=CC=C(C=C2)S)S